C(C)(C)N(C(C)C)CC=1C=C(COC=2C=C(C=CC2)[C@@H](CP(O)(=O)C)C)C=CC1C1=CC(=NC=C1F)OC ((S)-2-(3-((3-((diisopropylamino)methyl)-4-(5-fluoro-2-methoxypyridin-4-yl)benzyl)oxy)phenyl)propyl)(methyl)phosphinic acid